FC(CNC=1C=C(C(=O)NC2CCC(CC2)NC2=CC=CC=3N2C=C(N3)C(F)F)C=CC1)F 3-[(2,2-difluoroethyl)amino]-N-[(1s,4s)-4-{[2-(difluoromethyl)imidazo[1,2-a]pyridin-5-yl]amino}cyclohexyl]benzamide